norbornyl gallate C(C1=CC(O)=C(O)C(O)=C1)(=O)OC12CCC(CC1)C2